tert-butyl 4-chloro-3-(5-fluoro-2-methyl-6-{[(1r,4r)-4-(trifluoromethyl)cyclohexyl]oxy}pyrimidin-4-yl)-1H-pyrrolo[3,2-c]pyridine-1-carboxylate ClC1=NC=CC2=C1C(=CN2C(=O)OC(C)(C)C)C2=NC(=NC(=C2F)OC2CCC(CC2)C(F)(F)F)C